[Zr+4].C(C)C(C(=O)[O-])CCCC.C(C)C(C(=O)[O-])CCCC.C(C)C(C(=O)[O-])CCCC.C(C)C(C(=O)[O-])CCCC (2-ethylhexanoate) zirconium